aminocarboxylic acid methyl ester COC(=O)N